Acetoacetic acid ethyl ester C(C)OC(CC(=O)C)=O